N-(2-(t-butoxy)ethyl)-3-morpholinopropan-1-amine C(C)(C)(C)OCCNCCCN1CCOCC1